C(C)(C)(C)OC(=O)NC(CO)C1=NC=2N(C(N(C(C2N1C)=O)CC=1N(C2=CC=CC(=C2C1)Cl)C(=O)OC(C)(C)C)=O)C tert-Butyl 2-[[8-[1-(tert-butoxycarbonylamino)-2-hydroxy-ethyl]-3,7-dimethyl-2,6-dioxo-purin-1-yl]methyl]-4-chloro-indole-1-carboxylate